FC(OC1=CC2=C(N=C(O2)N[C@@H]2C[C@H](CC2)NC(OC(C)(C)C)=O)C=C1)F tert-Butyl ((1S,3S)-3-((6-(difluoromethoxy)benzo[d]oxazol-2-yl)amino)cyclopentyl)carbamate